C1(CCCCC1)C1=NC(=NN1CC1=CC=C(C=C1)OC)CC1=CC=C(C=C1)OC 5-cyclohexyl-1,3-bis(4-methoxybenzyl)-1H-1,2,4-triazole